[Sb]=[Te].[Ir].[Ag] silver-iridium-antimony-telluride